1-(4-(2-(7,8-dimethyl-[1,2,4]triazolo[1,5-a]pyridin-6-yl)-3-isopropyl-1H-pyrrolo[3,2-b]pyridin-5-yl)piperazin-1-yl)-2-(dimethylamino)ethan-1-one phosphate compound with calcium [Ca+2].P(=O)([O-])([O-])[O-].CC1=C(C=2N(C=C1C1=C(C3=NC(=CC=C3N1)N1CCN(CC1)C(CN(C)C)=O)C(C)C)N=CN2)C.P(=O)([O-])([O-])[O-].[Ca+2].[Ca+2]